CN1C=C(C2=CC(=CC=C12)CN1CCN(CC1)C)C(=O)O 1-methyl-5-((4-methylpiperazin-1-yl)methyl)-1H-indole-3-carboxylic Acid